(R,Z)-N-(1-(2-(2,5-dimethyloxazol-4-yl)-3,6-dimethyl-4-oxo-3,4-dihydroquinazolin-8-yl)ethylidene)-2-methylpropane-2-sulfinamide CC=1OC(=C(N1)C1=NC2=C(C=C(C=C2C(N1C)=O)C)\C(\C)=N/[S@](=O)C(C)(C)C)C